BrC1=CN=C(N=N1)N1CCC2(CC1)[C@H](C1=CC=CC=C1C2)N (R)-1'-(6-bromo-1,2,4-triazin-3-yl)-1,3-dihydrospiro[indene-2,4'-piperidin]-1-amine